F[B-](F)(F)F.C(CCC)C=1C=NC=CC1 3-butylpyridine tetrafluoroborate